[(3S,4R)-3-hydroxy-2,2-dimethyl-chroman-4-yl]cyclopropanecarboxamide O[C@@H]1C(OC2=CC=CC=C2[C@@H]1C1(CC1)C(=O)N)(C)C